(R or S)-4-(5-cyano-2-methoxyphenyl)-6-methyl-N-(5-(tetrahydro-2H-pyran-2-carbonyl)-4,5,6,7-tetrahydrothiazolo[5,4-c]pyridin-2-yl)nicotinamide C(#N)C=1C=CC(=C(C1)C1=CC(=NC=C1C(=O)NC=1SC=2CN(CCC2N1)C(=O)[C@@H]1OCCCC1)C)OC |o1:28|